tert-butyl 7-({[4-(2-methoxy-4-methylpyridin-3-yl)cyclohex-3-en-1-yl]oxy}methyl)-2-oxo-4-oxa-1,8-diazaspiro[5.5]undecane-8-carboxylate COC1=NC=CC(=C1C1=CCC(CC1)OCC1C2(COCC(N2)=O)CCCN1C(=O)OC(C)(C)C)C